(S)-1-benzyl-3-methylpiperidine-4-one (2S,3R)-2,3-bis((4-methylbenzoyl)oxy)succinate CC1=CC=C(C(=O)O[C@H](C(=O)O)[C@H](C(=O)O)OC(C2=CC=C(C=C2)C)=O)C=C1.C(C1=CC=CC=C1)N1C[C@@H](C(CC1)=O)C